[O-2].[Mg+2].[In+3] indium-magnesium oxide